N-(4-methoxybenzyl)-1-(7-(3-methoxyphenoxy)-2-methylbenzo[b]thiophen-3-yl)-N-methylmethylamine COC1=CC=C(CN(C)CC=2C3=C(SC2C)C(=CC=C3)OC3=CC(=CC=C3)OC)C=C1